C(C)N1N=CC=C1C(=O)N[C@H](C=1N=C2N(N=C(C=C2)CC2(C(NC3CC2C3)=O)C(=O)O)C1)C1CCC(CC1)C 4-((2-((S)-(1-ethyl-1H-pyrazole-5-carboxamido)((1r,4S)-4-methylcyclohexyl)methyl)imidazo[1,2-b]pyridazin-6-yl)methyl)-3-oxo-2-azabicyclo[3.1.1]heptane-4-carboxylic acid